5-Methylresorcinol CC=1C=C(C=C(O)C1)O